N(=C=S)C1=CC2=C(OCCO2)C=C1 6-isothiocyanato-2,3-dihydrobenzo[b][1,4]dioxine